N-(3-carbamoyl-4-fluorophenyl)-4-[3-fluoro-4-(trifluoromethoxy)phenoxy]-6-isopropyl-pyridine-3-carboxamide C(N)(=O)C=1C=C(C=CC1F)NC(=O)C=1C=NC(=CC1OC1=CC(=C(C=C1)OC(F)(F)F)F)C(C)C